COC1=C(C(=CC(=C1)C=CC)OC)O 2,6-dimethoxy-4-[prop-1-enyl]phenol